5-(ethylsulfonyl)pyridine C(C)S(=O)(=O)C=1C=CC=NC1